N-(1-(4-methoxyphenyl)-3-(1-((trifluoromethyl)sulfonyl)piperidin-4-yl)-1H-pyrazol-5-yl)pyrazolo[1,5-a]pyrimidine-3-carboxamide COC1=CC=C(C=C1)N1N=C(C=C1NC(=O)C=1C=NN2C1N=CC=C2)C2CCN(CC2)S(=O)(=O)C(F)(F)F